(S)-7-Chloro-8-((3-hydroxy-2-(pyrimidin-2-yloxy)propyl)thio)-6-(trifluoromethyl)quinazoline-2,4(1H,3H)-dione ClC1=C(C=C2C(NC(NC2=C1SC[C@H](CO)OC1=NC=CC=N1)=O)=O)C(F)(F)F